(((5s,7r)-7-(fluoromethyl)-3-(5-(2-hydroxypropan-2-yl)pyrazin-2-yl)-2-oxo-1-oxa-3-azaspiro[4.5]decan-7-yl)methyl)-1H-benzo[d]imidazole-6-carbonitrile FC[C@]1(C[C@]2(CN(C(O2)=O)C2=NC=C(N=C2)C(C)(C)O)CCC1)CN1C=NC2=C1C=C(C=C2)C#N